C1(CCCCC1)CN1CC(CC1)CNC(=O)C1CCN(CC1)C1=NC(=NO1)C1=CC=C(C=C1)OC N-((1-(Cyclohexylmethyl)pyrrolidin-3-yl)methyl)-1-(3-(4-Methoxyphenyl)-1,2,4-oxadiazol-5-yl)piperidin-4-carboxamid